phenyl-(2,4,6-trimethylbenzoyl)sodium phosphate salt P(=O)(O)(O)O.C1(=CC=CC=C1)C=1C(=C(C(=O)[Na])C(=CC1C)C)C